2,4-bis(hydroxymethyl)aniline OCC1=C(N)C=CC(=C1)CO